[1,2,4]Triazolo[4,3-a]quinazolin C1=NN=C2N1C1=CC=CC=C1C=N2